(phenyl)[(phenyl)indoloindolyl]quinazoline C1(=CC=CC=C1)C1=NC(=NC2=CC=CC=C12)C1=NC2=C3C(C=CC2=C1C1=CC=CC=C1)=NC=1C=CC=CC13